(S)-5-chloro-N-(6,6-difluoro-1-(methylamino)-1,2-dioxoheptan-3-yl)-2-(3-((4,4-difluorocyclohexyl)methyl)-3-methylureido)benzamide ClC=1C=CC(=C(C(=O)N[C@H](C(C(=O)NC)=O)CCC(C)(F)F)C1)NC(=O)N(C)CC1CCC(CC1)(F)F